2,6-diamino-7-deaza-purine NC1=NC(=C2CC=NC2=N1)N